2-amino-1-[3-(trifluoromethyl)pyridin-2-yl]ethanone hydrochloride Cl.NCC(=O)C1=NC=CC=C1C(F)(F)F